2-(3-methylbutyl)-3-methylnonanoic acid CC(CCC(C(=O)O)C(CCCCCC)C)C